C1(CCCC1)OC1=NC(=NC=C1C)NC1=CC2=C(B(OC2)O)C=C1 5-((4-(cyclopentyloxy)-5-methylpyrimidin-2-yl)amino)benzo[c][1,2]oxaborol-1(3H)-ol